FC(C(=O)O)(F)F.O1CCOC2=C1C=CC=C2C2=CC=C(C(=N2)OC)NC2=CC=C(C=C2)CN(CCN)C N'-[[4-[[6-(2,3-dihydro-1,4-benzodioxin-5-yl)-2-methoxy-3-pyridyl]amino]phenyl]methyl]-N'-methyl-ethane-1,2-diamine trifluoroacetate